CC([C@@H](C(=O)N1[C@@H](C[C@H](C1)O)C(=O)NCC1=CC=C(C=C1)C1=C(N=CS1)C)NC(=O)C1CCC(CC1)CO)(C)C (2S,4R)-1-[(2S)-3,3-dimethyl-2-{[(1r,4r)-4-(hydroxymethyl)cyclohexyl]formamido}butanoyl]-4-hydroxy-N-{[4-(4-methyl-1,3-thiazol-5-yl)phenyl]methyl}pyrrolidine-2-carboxamide